(R)-N-(5-Chloro-6-(2H-1,2,3-triazol-2-yl)pyridin-3-yl)-1-(1-(tetrahydrofuran-2-yl)isochinolin-4-yl)-5-(trifluoromethyl)-1H-pyrazol-4-carboxamid ClC=1C=C(C=NC1N1N=CC=N1)NC(=O)C=1C=NN(C1C(F)(F)F)C1=CN=C(C2=CC=CC=C12)[C@@H]1OCCC1